gold nickel [Ni].[Au]